(1R,4R)-4-((4-(4-fluoropiperidin-1-yl)-6-((5-(5-phenyl-1,3,4-oxadiazol-2-yl)thiazol-2-yl)amino)pyrimidin-2-yl)amino)cyclohexan-1-ol FC1CCN(CC1)C1=NC(=NC(=C1)NC=1SC(=CN1)C=1OC(=NN1)C1=CC=CC=C1)NC1CCC(CC1)O